BrC=1C=C(C=C(C1)C=NC1=CC=C(C=C1)CN(CC)CC)O 3-bromo-5-((4-((dieth-ylamino)methyl)phenylimino)methyl)phenol